C(CCCCC)C1=NC2=C3N=C(C=CC3=CC=C2C=C1)CCCCCC L-2,9-dihexyl-1,10-phenanthroline